2-(6-amino-5-(8-(6-chloropyridazin-4-yl)-3,8-diazabicyclo[3.2.1]oct-3-yl)pyridazin-3-yl)phenol NC1=C(C=C(N=N1)C1=C(C=CC=C1)O)N1CC2CCC(C1)N2C2=CN=NC(=C2)Cl